11-octadecynic acid C(CCCCCCCCCC#CCCCCCC)(=O)O